ClC1=C2N=C(N(C2=NC(=N1)C#CCCC)[C@@H]1OCC[C@H]1O)C=1SC=CC1 (2R,3R)-2-(6-chloro-2-(pent-1-yn-1-yl)-8-(thiophen-2-yl)-9H-purin-9-yl)tetrahydrofuran-3-ol